O=C1C=CC(=CN1)C(=O)N1C2(CC2)CN(CC1)C(=O)OC(C)(C)C tert-butyl 4-(6-oxo-1,6-dihydropyridine-3-carbonyl)-4,7-diazaspiro[2.5]octane-7-carboxylate